FC(C(=O)N1C[C@H]([C@@H](CC1)NC1=NN2C(C=N1)=CC=C2C2=NC=C(C=C2)C)O)(F)F 2,2,2-trifluoro-1-((3R,4R)-3-hydroxy-4-((7-(5-methylpyridin-2-yl)pyrrolo[2,1-f][1,2,4]triazin-2-yl)amino)piperidin-1-yl)ethan-1-one